PHTHALATE C(C=1C(C(=O)[O-])=CC=CC1)(=O)[O-]